3-(3-chloro-4-(trifluoromethyl)phenyl)-1-ethyl-2,4-dioxo-1,3,8-triazaspiro[4.5]decane-8-carboxylic acid tert-butyl ester C(C)(C)(C)OC(=O)N1CCC2(C(N(C(N2CC)=O)C2=CC(=C(C=C2)C(F)(F)F)Cl)=O)CC1